N1-methylethane-1,2-diamine CNCCN